2-fluoro-N-[2-(1-isopropylpyrazol-4-yl)thieno[3,2-c]pyridin-4-yl]-N-[(3R)-3-piperidyl]-4-(triazolo[4,5-b]pyridin-3-yl)benzamide FC1=C(C(=O)N([C@H]2CNCCC2)C2=NC=CC3=C2C=C(S3)C=3C=NN(C3)C(C)C)C=CC(=C1)N1N=NC=3C1=NC=CC3